NCCOCCOCCOCCOCCC(N[C@H](CN1[C@@H](C[C@H](C1)O)C(=O)NCC1=CC=C(C=C1)C1=C(N=CS1)C)C(C)(C)C)=O (2S,4R)-1-((S)-1-amino-17-(tert-butyl)-15-oxo-3,6,9,12-tetraoxa-16-azaoctadecane-18-yl)-4-hydroxy-N-(4-(4-methylthiazol-5-yl)benzyl)pyrrolidine-2-carboxamide